NCCCOC1=C(C=C(C=C1)F)[C@@H](C)NC(OCC=C)=O allyl (R)-(1-(2-(3-aminopropoxy)-5-fluorophenyl)ethyl)carbamate